5-((4-chlorobenzyl)oxy)-2-(1H-imidazol-2-yl)phenol ClC1=CC=C(COC=2C=CC(=C(C2)O)C=2NC=CN2)C=C1